5-fluoro-N2-(4-(3-methoxypropyl)phenyl)-N4-(3-((2,3,4,5-tetrafluoro-6-(methylthio)phenyl)amino)phenyl)pyrimidine-2,4-diamine FC=1C(=NC(=NC1)NC1=CC=C(C=C1)CCCOC)NC1=CC(=CC=C1)NC1=C(C(=C(C(=C1SC)F)F)F)F